CC1=C(C(=C(C=C1)N=NC1=CC=C(C(=O)O)C=C1)N)C p-(Dimethyl-aminophenylazo)benzoic acid